C(C)(=O)NC=1C=C(C(=O)NCC2=NOC(C2)(C(=O)O)CC2=CC=CC=C2)C=CC1 3-((3-acetamidobenzamido)methyl)-5-benzyl-4,5-dihydroisoxazole-5-carboxylic acid